1-(2-hydroxyethyl)-1H-benzimidazole-5-carboxylic acid OCCN1C=NC2=C1C=CC(=C2)C(=O)O